tert-Butyl 2-cyclopropyl-3,3-difluoro-2-methyl-propanoate C1(CC1)C(C(=O)OC(C)(C)C)(C(F)F)C